2-(2-(2-Isopropoxyethoxy)ethyl)isoindoline-1,3-dione C(C)(C)OCCOCCN1C(C2=CC=CC=C2C1=O)=O